(±)-Piperidine-3-sulfonamide hydrochloride Cl.N1C[C@@H](CCC1)S(=O)(=O)N |r|